1-(4-(1-(3-(3-(4-(4-amino-3-(4-phenoxyphenyl)-1H-pyrazolo[3,4-d]pyrimidin-1-yl)piperidin-1-yl)pyrrolidin-1-yl)propyl)piperidin-4-yl)phenyl)dihydropyrimidine-2,4(1H,3H)-dione NC1=C2C(=NC=N1)N(N=C2C2=CC=C(C=C2)OC2=CC=CC=C2)C2CCN(CC2)C2CN(CC2)CCCN2CCC(CC2)C2=CC=C(C=C2)N2C(NC(CC2)=O)=O